8-(1-(2,2-difluoroethyl)-1H-pyrazolo[3,4-b]pyrazin-6-yl)-1-ethyl-3-(4-(trifluoromethyl)phenyl)-1,3,8-triazaspiro[4.5]decane-2,4-dione FC(CN1N=CC=2C1=NC(=CN2)N2CCC1(C(N(C(N1CC)=O)C1=CC=C(C=C1)C(F)(F)F)=O)CC2)F